2-methyl-4,7-diphenyl-1,10-phenanthroline CC1=NC2=C3N=CC=C(C3=CC=C2C(=C1)C1=CC=CC=C1)C1=CC=CC=C1